BrC=1C=C(C=CC1)C(C(=O)NNC)(CCSCC(C)(C=1C=NNC1)C)C 2-(3-bromophenyl)-N',2-dimethyl-4-((2-methyl-2-(1H-pyrazol-4-yl)propyl)thio)butanehydrazide